4H-cyclopenta[b]thiophene-5(6H)-imine S1C2=C(C=C1)CC(C2)=N